C[C@](N)([C@H](O)C)C(=O)O α-methylthreonine